palladium ammonium di(nitroso) oxalate C(C(=O)ON=O)(=O)ON=O.[NH4+].[Pd+2]